6-iodo-4-(4-(trifluoromethyl)phenyl)-7-vinylbenzo[d]oxazole IC1=C(C2=C(N=CO2)C(=C1)C1=CC=C(C=C1)C(F)(F)F)C=C